C(C1=CC=CC=C1)N(CCCOC=1C=C2C(=NN(C2=CC1)C1OCCCC1)C=1C=C(C=NC1)CO)CC1=CC=CC=C1 {5-[5-(3-dibenzylamino-propoxy)-1-(tetrahydro-pyran-2-yl)-1H-indazol-3-yl]-pyridin-3-yl}-methanol